N1(CCC2=CC=CC=C12)C(CSC1=NC2=NC=CN=C2C(N1CCC1=CC=CC=C1)=O)=O 2-((2-(Indolin-1-yl)-2-oxoethyl)thio)-3-phenethylpteridin-4(3H)-one